N1(CCC1)C(=O)C=1C=C(C=CC1)C=1C=CC(=C(C1)CC(C(=O)NC1=CC=C(C=C1)C1=NN=CN1C)NC(=O)C=1C(=NOC1)C)Cl N-[1-[[5-[3-(azetidine-1-carbonyl)phenyl]-2-chloro-phenyl]methyl]-2-[4-(4-methyl-1,2,4-triazol-3-yl)anilino]-2-oxo-ethyl]-3-methyl-isoxazole-4-carboxamide